C(C)(C)(C)C=1C=CC2=C(C3=CC=CC=C3C=C2C1)OC(=O)CCC(=O)O 3-(tert-butyl)-9-(2-carboxyethyl)carbonyloxyanthracene